Methyl 5-chloro-4-(3-((((5-(chloromethyl)-1-methyl-1H-pyrazol-3-yl)methyl)thio)methyl)-1,5-dimethyl-1H-pyrazol-4-yl)-1-(3-methoxy-3-oxopropyl)-1H-indole-2-carboxylate ClC=1C(=C2C=C(N(C2=CC1)CCC(=O)OC)C(=O)OC)C=1C(=NN(C1C)C)CSCC1=NN(C(=C1)CCl)C